C(C)[N-]CC[N-]CC diethyl-ethylenediamide